2-(tert-butylamino)-1-(3-methoxyphenyl)ethanol C(C)(C)(C)NCC(O)C1=CC(=CC=C1)OC